C1(CC1)C([C@@H](C(=O)OCC)NC(=O)C=1C(=NOC1)CC)C1CC1 ethyl (2S)-3,3-dicyclopropyl-2-[(3-ethylisoxazole-4-carbonyl)amino]propanoate